L-glutamic acid, monohydrate O.N[C@@H](CCC(=O)O)C(=O)O